CC(CNS(=O)(=O)C=1C=CC2=C(C=C(C(O2)C(F)(F)F)C(=O)O)C1)C 6-[(2-methylpropyl)sulfamoyl]-2-trifluoromethyl-2H-1-benzopyran-3-carboxylic acid